diacetylazelate C(C)(=O)OC(CCCCCCCC(=O)OC(C)=O)=O